C1(CC1)N1C(=NC(=C1C)C)CC1CCN(CC1)C(=O)[C@H](CC(C)C)N1C([C@@H](NCC1)CC(C)C)=O (S)-1-[(S)-1-({4-[(1-Cyclopropyl-4,5-dimethyl-1H-imidazol-2-yl)methyl]-1-piperidyl}carbonyl)-3-methylbutyl]-3-isobutyl-2-piperazinone